ClC1=NC=C(C(=N1)NCC1=C(C=CC(=C1)F)C)C(=O)N 2-chloro-4-[(2-methyl-5-fluorobenzyl)amino]pyrimidin-5-carboxamide